C(CC)NC1=NC(=NC(=N1)S)S 2-propylamino-4,6-dimercapto-s-triazine